NC1=NC=CC(=C1)CCOCC(C)(O)C 1-[2-(2-amino-4-pyridyl)ethoxy]-2-methyl-propan-2-ol